4-[(2,3-dihydrothieno[3,4-b]-[1,4]dioxin-2-yl)methoxy]-1-butanesulfonic acid sodium salt [Na+].O1C=2C(OCC1COCCCCS(=O)(=O)[O-])=CSC2